C(#N)C=1C=CC(=C(C(=O)NC2=CC(=CC(=C2)F)F)C1)S(=O)(=O)C 5-cyano-N-(3,5-difluorophenyl)-2-(methylsulfonyl)benzamide